diaminosulfur propyl-benzene salt C(CC)C1=CC=CC=C1.NSN